6-(4-bromo-2-chlorophenylamino)-7-fluoro-N-(2-hydroxyethoxy)-3-methyl-3H-benzo[d]imidazole-5-carboxamide BrC1=CC(=C(C=C1)NC=1C(=CC2=C(N=CN2C)C1F)C(=O)NOCCO)Cl